C(C(C)(C)C)(=O)O[C@H]1CN(CC=C1)C1C(CCCC1)C (R)-1-(2-methylcyclohexyl)-1,2,3,6-tetrahydropyridin-3-yl pivalate